Azetidin-3-yl-(4-(3-methoxy-5-(trifluoromethyl)pyridin-2-yl)piperazin-1-yl)methanone hydrochloride Cl.N1CC(C1)C(=O)N1CCN(CC1)C1=NC=C(C=C1OC)C(F)(F)F